NC(C(=O)O)COC(C)(C)C 2-amino-3-tert-butoxy-propanoic acid